C(C)N1C=NC2=C1N=NC=C2C2=CC(=C(C=C2)F)C2=C(C1=CN(N=C1C=C2)C)COC 7-Ethyl-4-(4-fluoro-3-(4-(methoxymethyl)-2-methyl-2H-indazol-5-yl)phenyl)-7H-imidazo[4,5-c]pyridazine